BrC1=CC2=C(N(C[C@H](N(S2(=O)=O)C)C2CCCCC2)C2=CC=CC=C2)C=C1OCCOC (R)-8-bromo-3-cyclohexyl-7-(2-methoxyethoxy)-2-methyl-5-phenyl-2,3,4,5-tetrahydrobenzo[f][1,2,5]thiadiazepine 1,1-dioxide